ClC1=NC=C(C(=C1)C1=C(C=NC(=C1)C)C(=O)NC=1SC(=NN1)OCC1CCN(CC1)C)OC 2'-chloro-5'-methoxy-6-methyl-N-(5-((1-methylpiperidin-4-yl)methoxy)-1,3,4-thiadiazol-2-yl)-(4,4'-bipyridine)-3-carboxamide